NC1=C(OCC2=CC=C(C(=O)NCCCNC)C=C2)C(=CC(=C1)Cl)Cl 4-((2-Amino-4,6-dichlorophenoxy)methyl)-N-(3-methylaminopropyl)benzamide